ethyl 5-hydroxy-2,7-dimethylbenzofuran-3-carboxylate OC=1C=C(C2=C(C(=C(O2)C)C(=O)OCC)C1)C